6-Bromo-2-(2,6-dioxopiperidin-3-yl)4-fluoroisoindoline-1,3-dione BrC1=CC(=C2C(N(C(C2=C1)=O)C1C(NC(CC1)=O)=O)=O)F